[Na].N(C(C(=O)O)CC(=O)O)C(C(=O)O)CC(=O)O Iminodisuccinic acid sodium